C(C=C)[N+](C)(C)CC=C diallyl-dimethyl-ammonium